BrC1=C(C=C(C(=O)N(C)OC)C=C1OCC)OCC 4-bromo-3,5-diethoxy-N-methoxy-N-methylbenzamide